Diethylenglycol thionocarbonat C(O)(=S)OCCOCCO